1H-PYRAZINO[2,1-A]ISOINDOLYLQUINOLINE C1(NC=CN2C1=C1C=CC=CC1=C2)C2=NC1=CC=CC=C1C=C2